(pyridin-2-yl)-N-(1H-pyrrolo[3,2-b]pyridin-5-yl)thiazol-2-amine N1=C(C=CC=C1)C=1N=C(SC1)NC1=CC=C2C(=N1)C=CN2